OC1(C(C2=CC=CC=C2C1)=O)CC1=CC(=C(C=C1)O)OC hydroxy-2-(4-hydroxy-3-methoxybenzyl)-2,3-dihydro-1H-inden-1-one